3,6-difluorobenzene FC=1C=CC(=CC1)F